3-(2-((tert-butyldimethylsilyl)oxy)ethoxy)-2-chloro-5-iodopyridin [Si](C)(C)(C(C)(C)C)OCCOC=1C(=NC=C(C1)I)Cl